2-(dicyclohexylphosphino)-2',6'-dimethoxybiphenyl C1(CCCCC1)P(C1=C(C=CC=C1)C1=C(C=CC=C1OC)OC)C1CCCCC1